C1(CCC(C)N1)=O gamma-valerolactam